(Z)-heptadecenyl-3-(2-hydroxyethyl)imidazoline chloride [Cl-].C(=C/CCCCCCCCCCCCCCC)/N1CN(CC1)CCO